2-[[2-[2-isopropoxy-5-methyl-4-(4-piperidyl)anilino]-5-(trifluoromethyl)pyrimidin-4-yl]amino]-N-methyl-benzamide C(C)(C)OC1=C(NC2=NC=C(C(=N2)NC2=C(C(=O)NC)C=CC=C2)C(F)(F)F)C=C(C(=C1)C1CCNCC1)C